7-(2-(methylsulfonyl)propan-2-yl)-2-(1H-pyrrolo[2,3-b]pyridine-4-yl)thieno[3,2-d]pyrimidine-6-carbonitrile CS(=O)(=O)C(C)(C)C1=C(SC2=C1N=C(N=C2)C2=C1C(=NC=C2)NC=C1)C#N